(Z)-1-bromonon-3-ene BrCC\C=C/CCCCC